C1(CCCC1)CCC(=O)NC1=CC=C(C=C1)S(N(CC=1C=C2CCCN(C2=CC1)CC)C1CCCC1)(=O)=O 3-cyclopentyl-N-(4-(N-cyclopentyl-N-((1-ethyl-1,2,3,4-tetrahydroquinolin-6-yl)-methyl)sulfamoyl)phenyl)propionamide